FC1=CC(=CC=2C=3N(CCOC21)C=NC3)C(=O)N[C@H]3[C@H](CCCC3)C 8-fluoro-N-(cis-2-methylcyclohexyl)-5,6-dihydrobenzo[f]imidazo[1,5-d][1,4]oxazepine-10-carboxamide